water ammonium nitrate [N+](=O)([O-])[O-].[NH4+].O